ClC=1N=CC2=C(N1)C(=CN2)CC2=CC=C(C=C2)C=2N(C=C(N2)C(F)(F)F)C 2-chloro-7-[[4-[1-methyl-4-(trifluoromethyl)imidazol-2-yl]phenyl]methyl]-5H-pyrrolo[3,2-d]pyrimidine